4-[(2-{4-[5-chloro-2-(1,3-oxazol-4-yl)phenyl]-5-methoxy-2-oxopyridin-1(2H)-yl}-4-methoxybutyryl)amino]benzoic acid methyl ester COC(C1=CC=C(C=C1)NC(C(CCOC)N1C(C=C(C(=C1)OC)C1=C(C=CC(=C1)Cl)C=1N=COC1)=O)=O)=O